2-amino-6-borono-2-(2-(4-fluoropiperidin-1-yl)ethyl)hexanoic acid NC(C(=O)O)(CCCCB(O)O)CCN1CCC(CC1)F